C(C)OC(=O)C1=CC=2N(C=C1)C=CN2 Imidazo[1,2-a]Pyridine-7-carboxylic acid ethyl ester